C(C1=CC=CC=C1)NC(OCC1=CC=C(C=C1)NC([C@@H](NC([C@@H](NC(CCCCCNC(OCC1C2=CC=CC=C2C=2C=CC=CC12)=O)=O)C(C)C)=O)CCCNC(=O)N)=O)=O 4-((12S,15S)-1-(9H-Fluoren-9-yl)-12-isopropyl-3,10,13-trioxo-15-(3-ureidopropyl)-2-oxa-4,11,14-triazahexadecan-16-amido)benzyl benzylcarbamate